FC(OC=1C=C(C=C(C1C(=O)N1CC(C1)(C(F)(F)F)O)OC)C=1N(N=C2C=C(C=C(C12)OCC=1C=C(C=NC1)C#N)C=1C=NN(C1)C)C)F 5-[[3-[3-(difluoromethoxy)-4-[3-hydroxy-3-(trifluoromethyl)azetidine-1-carbonyl]-5-methoxyphenyl]-2-methyl-6-(1-methylpyrazol-4-yl)indazol-4-yl]oxymethyl]pyridine-3-carbonitrile